N-(3-chloro-1H-indol-7-yl)-1-[(3-methyl-1,1-dioxo-thietan-3-yl)methyl]pyrazole-4-sulfonamide ClC1=CNC2=C(C=CC=C12)NS(=O)(=O)C=1C=NN(C1)CC1(CS(C1)(=O)=O)C